3-amino-2,2-dimethylpropanamide NCC(C(=O)N)(C)C